carboxy-4-hexyl-2-cyclohexen-1-yl-octanoic acid C(=O)(O)C(C(=O)O)(CC(CCCC)CCCCCC)C1=CCCCC1